BrC=1C=C(C(=NC1)N1CCC(CC1)N1CCOCC1)NS(=O)(=O)C1=CC=C(C=C1)C N-(5-Bromo-2-(4-morpholinopiperidin-1-yl)pyridin-3-yl)-4-methylbenzene-sulfonamide